4-(1-cyclohexenyl)-2-buten-1-ol C1(=CCCCC1)CC=CCO